(R)-1-((TERT-BUTYLDIMETHYL-SILYL)OXY)-N,N-BIS(4-METHOXYBENZYL)-4-METHYLOCT-7-ENE-4-SULFONAMIDE C(C)(C)(C)[Si](OCCC[C@@](CCC=C)(S(=O)(=O)N(CC1=CC=C(C=C1)OC)CC1=CC=C(C=C1)OC)C)(C)C